Mercaptoethanol C(CS)O